FCC(OC=1C=C2C(N(C(N(C2=CC1)C1CCN(CC1)C=O)=O)CC1=CC(=C(C=C1)[N+](=O)[O-])OC)=O)CF 4-{6-[2-fluoro-1-(fluoromethyl)ethoxy]-3-(3-methoxy-4-nitrobenzyl)-2,4-dioxo-3,4-dihydroquinazolin-1(2H)-yl}piperidine-1-carbaldehyde